(R,E)-N-(4-((4-([1,2,4]triazolo[1,5-a]pyridin-7-yloxy)-5-methyl-2-(oxetan-3-yloxy)phenyl)amino)-7-methoxyquinazolin-6-yl)-2-fluoro-3-(1-methylpyrrolidin-2-yl)acrylamide N=1C=NN2C1C=C(C=C2)OC2=CC(=C(C=C2C)NC2=NC=NC1=CC(=C(C=C21)NC(/C(=C\[C@@H]2N(CCC2)C)/F)=O)OC)OC2COC2